1-[(2-hydroxy-1H-indol-3-yl)imino]guanidine OC=1NC2=CC=CC=C2C1N=NC(=N)N